cis-1-((5-(4-fluoro-3-(trifluoromethyl)phenyl)-1,2,4-oxadiazol-3-yl)methyl)-2-methyl-N-(2-(trifluoromethyl)pyrimidin-4-yl)piperidine-4-carboxamide FC1=C(C=C(C=C1)C1=NC(=NO1)CN1[C@H](C[C@H](CC1)C(=O)NC1=NC(=NC=C1)C(F)(F)F)C)C(F)(F)F